tert-butyl N-[6-[[[(1-methyltetrazol-5-yl)-phenyl-methylene]amino]-oxymethyl]-2-pyridyl]carbamate CN1N=NN=C1C(C1=CC=CC=C1)=NOCC1=CC=CC(=N1)NC(OC(C)(C)C)=O